1,3-phenylenedioxy-diacetic acid C1(=CC(=CC=C1)OCC(=O)O)OCC(=O)O